methyl (6R,12R)-6-benzyloxy-12-methyl-6,15-bis(trifluoromethyl)-13,19-dioxa-3,4,18-triazatricyclo[12.3.1.12,5]nonadeca-1(18),2,4,9,14,16-hexaene-17-carboxylate C(C1=CC=CC=C1)O[C@]1(C2=NN=C(C=3C(=CC(=C(O[C@@H](CC=CCC1)C)N3)C(F)(F)F)C(=O)OC)O2)C(F)(F)F